benzo[c]phenanthridine C1=CC=CC2=C1C=CC1=C3C=CC=CC3=CN=C21